3-[5-(4-bromophenyl)-1-[2-(trifluoromethyl)phenyl]pyrrol-2-yl]-N-[(1-methyl-4-piperidinyl)methyl]benzamide BrC1=CC=C(C=C1)C1=CC=C(N1C1=C(C=CC=C1)C(F)(F)F)C=1C=C(C(=O)NCC2CCN(CC2)C)C=CC1